1-(3-bromo-5-methoxyphenyl)-4-(chloromethyl)-1H-pyrazole BrC=1C=C(C=C(C1)OC)N1N=CC(=C1)CCl